C(C1=CC=CC=C1)O[C@@H]1[C@H]([C@H]2OC(OC[C@H]2O[C@]12OCCCC2)(C)C)N2N=NC(=C2)C2=CC(=C(C(=C2)F)F)F 1-((2S,4a'R,7'R,8'S,8a'R)-7'-(benzyloxy)-2',2'-dimethyloctahydro-4'H-spiro[pyran-2,6'-pyrano[3,2-d][1,3]dioxin]-8'-yl)-4-(3,4,5-trifluorophenyl)-1H-1,2,3-triazole